C(C1=CC=CC=C1)C=1NC(=NN1)C(=O)N[C@@H]1C(N(C2=C(OC1)N(N=C2)C)C)=O (S)-5-Benzyl-N-(1,4-dimethyl-5-oxo-4,5,6,7-tetrahydro-1H-pyrazolo[3,4-b][1,4]oxazepin-6-yl)-4H-1,2,4-triazol-3-carboxamid